3-((2-(3-(2-(dimethylamino)ethyl)-3-methylureido)thiazol-5-yl)ethynyl)-4-methyl-N-(4-(trifluoromethyl)pyridin-2-yl)benzamide CN(CCN(C(NC=1SC(=CN1)C#CC=1C=C(C(=O)NC2=NC=CC(=C2)C(F)(F)F)C=CC1C)=O)C)C